O=C1NC(CC[C@@H]1N1C(C2=CC=CC(=C2C1)CCCOC1CC(C1)C(=O)O)=O)=O (1s,3s)-3-(3-(2-(2,6-dioxopiperidin-3-yl)-1-oxoisoindolin-4-yl)propoxy)cyclobutane-1-carboxylic acid